C(C)(C)(C)C=1C=CC(=NC1)NC1=C(C=C(C=C1)S(=O)(=O)NC)C=1N=CN(C1)C 4-[(5-tert-butyl-2-pyridinyl)amino]-N-methyl-3-(1-methylimidazol-4-yl)benzenesulfonamide